BrC=1C=CC=2C=3C(C(=NC2C1)N)=NNN3 7-bromo-2H-[1,2,3]triazolo[4,5-c]quinolin-4-amine